ClCCOCC(O[Si](CC)(CC)CC)OCC (2-(2-chloroethoxy)-1-ethoxyethoxy)triethylsilane